3-[4-(3,4-difluorophenyl)-8-hydroxy-3-tetrahydropyran-4-yl-1-isoquinolyl]benzoic acid FC=1C=C(C=CC1F)C1=C(N=C(C2=C(C=CC=C12)O)C=1C=C(C(=O)O)C=CC1)C1CCOCC1